3-(4-amino-3-fluorophenyl)-1-(pyridin-4-yl)-1H-pyrazolo[3,4-d]Pyrimidine-4-amine NC1=C(C=C(C=C1)C1=NN(C2=NC=NC(=C21)N)C2=CC=NC=C2)F